CN(C(C=C)=O)CCCOC=1C=2N(C=C(N1)C=1C=NN(C1)C)N=CC2 N-methyl-N-(3-((6-(1-methyl-1H-pyrazol-4-yl)pyrazolo[1,5-a]pyrazin-4-yl)oxy)propyl)acrylamide